N-ethyl-N-{1-[1-(3-methyl-1,2,4-oxadiazol-5-yl)azepin-4-yl]piperidin-4-yl}acetamide C(C)N(C(C)=O)C1CCN(CC1)C=1C=CN(C=CC1)C1=NC(=NO1)C